CN1CC2C(N(C=3C=CC(=CC23)C)C(\C=C\C2=CC=C(C=C2)F)=O)CC1 (E)-1-(2,8-dimethyl-1,2,3,4,4a,9b-hexahydro-5H-pyrido[4,3-b]indol-5-yl)-3-(4-fluorophenyl)prop-2-en-1-one